(S)-2-(4-fluorophenyl)-3-hydroxypropionic acid FC1=CC=C(C=C1)[C@H](C(=O)O)CO